F.F.C(CCCCCCCCCCCCCCCCC)C(CCN)N octadecyl-1,3-diaminopropane dihydrofluoride